CC=1OC2=C(N1)C=C(C=C2[N+](=O)[O-])C(C)O 1-(2-methyl-7-nitro-1,3-benzoxazol-5-yl)ethan-1-ol